(Z)-2-(5-bromo-1-(4-(4-chlorophenoxy)benzylidene)-2-methyl-1H-inden-3-yl)acetic acid BrC=1C=C2C(=C(/C(/C2=CC1)=C/C1=CC=C(C=C1)OC1=CC=C(C=C1)Cl)C)CC(=O)O